Propan-2-yl (2R)-2-({[(1S)-1-(4-ethylphenyl)ethyl]carbamoyl}oxy)-3-(1H-1,2,4-triazol-1-yl)propanoate C(C)C1=CC=C(C=C1)[C@H](C)NC(=O)O[C@@H](C(=O)OC(C)C)CN1N=CN=C1